5-bromo-3-methyl-1-tetrahydropyran-2-yl-indazole BrC=1C=C2C(=NN(C2=CC1)C1OCCCC1)C